ClC=1C=C(C=CC1)OB(O)O 3-Chlorophenylboric acid